OB(C1=CC=C(C(=N1)OC)C(=O)NCC(F)(F)F)O 6-(Dihydroxyboryl)-2-methoxy-N-(2,2,2-trifluoroethyl)pyridine-3-carboxamide